6-[1-(2,2-difluoroethyl)-1H-pyrazolo[3,4-b]pyrazin-6-yl]-2-(2-methylbenzenesulfonyl)-2,6-diazaspiro[3.4]octane FC(CN1N=CC=2C1=NC(=CN2)N2CC1(CN(C1)S(=O)(=O)C1=C(C=CC=C1)C)CC2)F